3-((5-(tert-butylamino)-2-(pyridin-4-yl)thieno[3,2-b]pyridin-7-yl)amino)-1-propanol C(C)(C)(C)NC1=CC(=C2C(=N1)C=C(S2)C2=CC=NC=C2)NCCCO